(but-1-yn-1-yl)(trimethyl)silane C(#CCC)[Si](C)(C)C